tert-butyl 5-[6-chloro-5-[[4-methyl-6-(methylamino)pyrimidin-2-yl]-amino]-2,3-dihydrobenzofuran-7-yl]-2,3,4,7-tetrahydroazepine-1-carboxylate ClC1=C(C2=C(CCO2)C=C1NC1=NC(=CC(=N1)C)NC)C=1CCCN(CC1)C(=O)OC(C)(C)C